C(C)OC(C)N1N=CC(=C1)C1=C(C=2N(C=C1)N=C(N2)N)C 7-(1-(1-ethoxyethyl)-1H-pyrazol-4-yl)-8-methyl-[1,2,4]triazolo[1,5-a]pyridin-2-amine